1,2-dicaprylyl-sn-glycero-3-phosphocholine C(CCCCCCC)(=O)OC[C@@H](OC(CCCCCCC)=O)COP(=O)([O-])OCC[N+](C)(C)C